COC#C 2-methoxyethyn